4-((3-(2,3-difluoro-4-methoxyphenyl)imidazo[1,2-a]pyrazin-8-yl)amino)-2-methyl-N-(3-(piperazin-1-yl)propyl)benzamide FC1=C(C=CC(=C1F)OC)C1=CN=C2N1C=CN=C2NC2=CC(=C(C(=O)NCCCN1CCNCC1)C=C2)C